C(C)(C)(C)OC(C1=CC=CC=C1)=O Benzoic acid tert-butyl ester